2-(2-chloroethyl)isoindoline hydrochloride Cl.ClCCN1CC2=CC=CC=C2C1